C(C)(C)(C)C1=CC(=C(C=C1)O)[N+](=O)[O-] 4-(tert-butyl)-2-nitrophenol